N-benzyl-3-chloro-5-((1-((2-(trimethylsilyl)ethoxy)methyl)-1H-pyrazol-4-yl)methyl)aniline C(C1=CC=CC=C1)NC1=CC(=CC(=C1)CC=1C=NN(C1)COCC[Si](C)(C)C)Cl